2-((1-(4,4-difluorocyclohexyl)-4-oxo-4,5-dihydro-1H-pyrazolo[3,4-d]pyrimidin-6-yl)thio)-N-(5-(ethylthio)-1,3,4-thiadiazol-2-yl)propanamide FC1(CCC(CC1)N1N=CC2=C1N=C(NC2=O)SC(C(=O)NC=2SC(=NN2)SCC)C)F